CN1N=C(C2=CC=C(C=C12)N1CCNCC1)C1C(NC(CC1)=O)=O 3-(1-methyl-6-piperazin-1-yl-indazol-3-yl)piperidine-2,6-dione